OC1=C(C=CC=C1C)C=1NC=C(N1)C 2-(2-hydroxy-3-methylphenyl)-4(s)-methylimidazole